C(CCC)C1=CC=C(C=C1)N(C1=CC=C(C2=CC=C(N(C3=CC=CC=C3)C3=CC=C(C=C3)CCCC)C=C2)C=C1)C1=CC=CC=C1 bis(4-butylphenyl)-bis(phenyl)benzidine